4-(2-fluoro-5-formyl-4-(methoxycarbonyl)phenyl)piperazine FC1=C(C=C(C(=C1)C(=O)OC)C=O)N1CCNCC1